COCCCN1N=C(C2=NC=CC=C21)C2=NC=CC(=C2)C2=NOC(=N2)C(F)(F)F 3-(2-(1-(3-methoxypropyl)-1H-pyrazolo[4,3-b]pyridin-3-yl)pyridin-4-yl)-5-(trifluoromethyl)-1,2,4-oxadiazole